1-(3-((6-amino-5-fluoropyridin-3-yl)ethynyl)-4-methylphenyl)-3-(3-(tert-butyl)-1-(quinoline-6-yl)-1H-pyrazol-5-yl)urea NC1=C(C=C(C=N1)C#CC=1C=C(C=CC1C)NC(=O)NC1=CC(=NN1C=1C=C2C=CC=NC2=CC1)C(C)(C)C)F